Cl.COC=1C=C2C(=NC=NC2=CC1OC)N1C2CN(CC(C1)C2)S(=O)(=O)N 6-(6,7-dimethoxyquinazolin-4-yl)-3,6-diazabicyclo[3.2.1]octane-3-sulfonylamine hydrochloride